ClC=1C(=NC(=NC1)NC1CCOCC1)C1=CC=C2CN(C(C2=C1)=O)CC(=O)NC(CC(F)(F)F)C1=CC=CC=C1 2-(6-{5-chloro-2-[(oxacyclohex-4-yl)amino]pyrimidin-4-yl}-1-oxo-2,3-dihydro-1H-isoindol-2-yl)-N-(3,3,3-trifluoro-1-phenylpropyl)acetamide